C(C1=CC=CC=C1)OC(N(C1=NC=C(C=C1)C=1C=NC(=NC1)OC)[C@@H]1CC[C@H](CC1)NC1=NC=C(C(=N1)N1CC(C1)(CO)F)C#N)=O.C(C)OS(OCC)(OCC)[SiH3] triethoxymercaptosilane benzyl-(trans-4-((5-cyano-4-(3-fluoro-3-(hydroxymethyl)-azetidin-1-yl)pyrimidin-2-yl)amino)cyclohexyl)(5-(2-methoxypyrimidin-5-yl)pyridin-2-yl)carbamate